3-Ureidopropyl-trisethoxysilane N(C(=O)N)CCC[Si](OCC)(OCC)OCC